propynoxyethanesulfonic acid C(#CC)OC(C)S(=O)(=O)O